ClC=1C=C(/C=C/C2=NC=CC=C2F)C=C(C1C(C)C)OC (E)-2-(3-chloro-4-isopropyl-5-methoxystyryl)-3-fluoropyridine